tert-butyl 3-(((4-bromo-3-cyanopyrazolo[1,5-a]pyridin-6-yl)oxy)methyl)-3-fluoroazetidine-1-carboxylate BrC=1C=2N(C=C(C1)OCC1(CN(C1)C(=O)OC(C)(C)C)F)N=CC2C#N